BrC=1C=C(C=CC1)C(C(=O)OC)COC methyl 2-(3-bromophenyl)-3-methoxy-propanoate